5-chloro-4-methoxy-1H-pyrazolo[3,4-c]Pyridine ClC=1C(=C2C(=CN1)NN=C2)OC